C(CCCCCCCCCCCC)(=O)OC(C(C)C)Cl 1-chloro-2-methylpropyl tridecanoate